N-[(2,4-diamino-5-fluoroquinazolin-7-yl)methyl]-N-(1,1-dioxo-2,3-dihydro-1λ6-benzothiophen-7-yl)pyridine-3-carboxamide NC1=NC2=CC(=CC(=C2C(=N1)N)F)CN(C(=O)C=1C=NC=CC1)C1=CC=CC=2CCS(C21)(=O)=O